N-((1-aminoisoquinolin-6-yl)methyl)-5-chloro-6-((4-(2-(dimethylamino)ethoxy)benzyl)amino)nicotinamide NC1=NC=CC2=CC(=CC=C12)CNC(C1=CN=C(C(=C1)Cl)NCC1=CC=C(C=C1)OCCN(C)C)=O